4-[6-amino-5-(3-fluoro-2-trifluoromethyl-benzyloxy)-pyridin-3-yl]-benzoic acid NC1=C(C=C(C=N1)C1=CC=C(C(=O)O)C=C1)OCC1=C(C(=CC=C1)F)C(F)(F)F